ClC=1C=C2C(=NC=NC2=CC1C=1C=CC=C2C=NNC12)N1CCN(CC1)C(C=C)=O 1-(4-(6-chloro-7-(1H-indazol-7-yl)quinazolin-4-yl)piperazin-1-yl)prop-2-en-1-one